(5-chloropyridin-2-yl)(methyl)((trimethylsilyl)imino)-λ6-sulfanone ClC=1C=CC(=NC1)S(=O)(=N[Si](C)(C)C)C